(2R,6S)-6-methyl-5-oxo-5,6-dihydro-2H-pyran-2-yl acetate C(C)(=O)O[C@H]1O[C@H](C(C=C1)=O)C